C(=O)O.C(=O)O.[NH4+] ammonium dihydrogen diformate